decahydro-1H-cyclopenta[a]phenanthren-6-one C1CCCC2C(CC3C4CCCC4C=CC3=C12)=O